(S)-N'-((1,2,3,5,6,7-hexahydro-s-indacen-4-yl)carbamoyl)-5'H,7'H-spiro[cyclobutane-1,6'-pyrazolo[5,1-b][1,3]oxazine]-3'-sulfonimidamide C1CCC2=C(C=3CCCC3C=C12)NC(=O)N=[S@@](=O)(N)C=1C=NN2C1OCC1(C2)CCC1